4-[4-[[[[4-Chloro-3-(trifluoroMethyl)phenyl]amino]carbonyl]aMino]phenoxy]-N-Methyl-2-pyridinecarboxaMide 1-oxide ClC1=C(C=C(C=C1)NC(=O)NC1=CC=C(OC=2C=C([N+](=CC2)[O-])C(=O)NC)C=C1)C(F)(F)F